ClC=1C2=CN(N=C2C=CC1C1=CN(C2=NC(=C(N=C21)C)N2CCC(CC2)(C)NC(OC(C)(C)C)=O)S(N(C)C)(=O)=O)C tert-Butyl N-{1-[7-(4-chloro-2-methyl-2H-indazol-5-yl)-5-(dimethylsulfamoyl)-2-methyl-5H-pyrrolo[2,3-b]pyrazin-3-yl]-4-methylpiperidin-4-yl}carbamate